ClC1=C(C=CC=C1F)[C@@H](C(=O)N1CC2=NN(C=C2C1)S(=O)(=O)C=1C=NN(C1)CC(F)F)CO (2R)-2-(2-chloro-3-fluorophenyl)-1-{2-[1-(2,2-difluoroethyl)pyrazol-4-ylsulfonyl]-4H,6H-pyrrolo[3,4-c]pyrazol-5-yl}-3-hydroxypropan-1-one